BENZOIMIDAZOPYRAZINE-3-CARBOXAMIDE N1=CN(C2=C1C=1N=CC=NC1C=C2)C(=O)N